ClC=1C=C(C=CC1OC#N)CC1=CC(=C(C=C1)OC#N)Cl bis(3-chloro-4-cyanatophenyl)methane